1-(4-(2-(2-isopropoxyphenyl)-1,3-selenazol-5-yl)benzyl)azetidine-3-carboxylic acid ethyl ester C(C)OC(=O)C1CN(C1)CC1=CC=C(C=C1)C1=CN=C([Se]1)C1=C(C=CC=C1)OC(C)C